6-{6-methyl-4-[(1-methylcyclopropyl)amino]furo[2,3-d]pyrimidin-5-carbonyl}-2-(propan-2-yl)-3h,4h,5h,6h,7h-pyrrolo[3,4-d]pyrimidin-4-one CC1=C(C2=C(N=CN=C2NC2(CC2)C)O1)C(=O)N1CC=2N=C(NC(C2C1)=O)C(C)C